C(C1=CC=CC=C1)N(C(=O)C1=C(C=C(C=C1)Br)CC(=O)OCC)C ethyl 2-(2-(benzyl(methyl)carbamoyl)-5-bromophenyl)acetate